IC1=C2CN(C(C2=CC=C1)=O)C1C(N(C(CC1)=O)COCC[Si](C)(C)C)=O 3-(4-iodo-1-oxoisoindolin-2-yl)-1-((2-(trimethylsilyl)ethoxy)methyl)piperidine-2,6-dione